ClC=1C=CC=NC1C1=NN(C=C1)C 5-chloro-6-(1-methyl-1H-pyrazol-3-yl)pyridin